1,1'-bis(phenylphosphino)ferrocene C1(=CC=CC=C1)P[C-]1C=CC=C1.[C-]1(C=CC=C1)PC1=CC=CC=C1.[Fe+2]